(3,5-dibromophenyl)methyl butyrate C(CCC)(=O)OCC1=CC(=CC(=C1)Br)Br